FC(C=1C=C(C=NC1)C(C)=O)(F)F 1-[5-(Trifluoromethyl)-3-pyridinyl]ethanone